C(C1=CC=CC=C1)OC1=C(C(=CC(=C1)Br)F)NS(=O)(=O)N N-[2-(benzyloxy)-4-bromo-6-fluorophenyl]sulfamide